P(=O)(O)(O)OC[C@H]([C@H]([C@H]([C@H](C=O)O)O)O)O D-allose 6-phosphate